N-(3-(difluoromethyl)-1-(1-(2-(2,6-dioxopiperidin-3-yl)benzyl)piperidin-4-yl)-1H-pyrazol-4-yl)-2-(2-((2,2,2-trifluoroethyl)amino)pyridin-4-yl)oxazole-4-carboxamide FC(C1=NN(C=C1NC(=O)C=1N=C(OC1)C1=CC(=NC=C1)NCC(F)(F)F)C1CCN(CC1)CC1=C(C=CC=C1)C1C(NC(CC1)=O)=O)F